CS(=O)(=O)OC1CCN(CC1)C(=O)OC(C)(C)C tert-Butyl 4-[(methanesulfonyl)oxy]piperidine-1-carboxylate